3-(2-(6-cyclobutoxy-3,5-difluoropyridin-2-yl)-1,2,3,4-tetrahydroisoquinolin-6-yl)propionic acid C1(CCC1)OC1=C(C=C(C(=N1)N1CC2=CC=C(C=C2CC1)CCC(=O)O)F)F